N-(5-(((3S,4S)-3-methoxy-1-methylpiperidin-4-yl)oxy)-7-(1-methyl-1H-pyrazol-4-yl)quinazolin-4-yl)benzo[d]thiazol-6-amine CO[C@H]1CN(CC[C@@H]1OC1=C2C(=NC=NC2=CC(=C1)C=1C=NN(C1)C)NC1=CC2=C(N=CS2)C=C1)C